ClC1=C(C=CC=C1)C1=CC(OC2=CC(=CC=C12)OC(C(=O)OC)COC)=O methyl 2-((4-(2-chlorophenyl)-2-oxo-2H-chromen-7-yl)oxy)-3-methoxypropanoate